tert-butyl 3-(4-(3,5-bis(trifluoromethyl)phenyl)piperidine-1-carbonyl)-1,4,5,7-tetrahydro-6H-pyrazolo[3,4-c]pyridine-6-carboxylate FC(C=1C=C(C=C(C1)C(F)(F)F)C1CCN(CC1)C(=O)C1=NNC=2CN(CCC21)C(=O)OC(C)(C)C)(F)F